5-(3-((4-(2-fluoro-4-(methylsulfonyl)phenyl)piperazin-1-yl)methyl)piperidin-1-yl)-2-(furan-2-yl)-[1,2,4]triazolo[1,5-a][1,3,5]triazine-7-amine FC1=C(C=CC(=C1)S(=O)(=O)C)N1CCN(CC1)CC1CN(CCC1)C1=NC=2N(C(=N1)N)N=C(N2)C=2OC=CC2